(S)-2-(3-Fluoro-4-(6-((4-(trifluoromethyl)benzyl)oxy)pyridin-2-yl)benzyl)-1-(oxetan-2-ylmethyl)-1H-benzo[d]imidazol FC=1C=C(CC2=NC3=C(N2C[C@H]2OCC2)C=CC=C3)C=CC1C1=NC(=CC=C1)OCC1=CC=C(C=C1)C(F)(F)F